[Si](C)(C)(C(C)(C)C)OCCN(CC(CCCCCC\C=C/CCCCCCCC)O)CC(CCCCCC\C=C/CCCCCCCC)O (9Z,9'Z)-1,1'-((2-((tert-butyldimethylsilyl)oxy)ethyl)azanediyl)bis(octadec-9-en-2-ol)